C1(CC1)NC(C1=C(C=CC=C1)SC1=CC=C2C(=NN(C2=C1)C1OCCCC1)I)=O N-cyclopropyl-2-(3-iodo-1-tetrahydropyran-2-yl-indazol-6-yl)sulfanyl-benzamide